Cl.[N+](=O)([O-])C1=C(C=C(C=C1)N1CCNCC1)N1CCCC1 1-(4-nitro-3-pyrrolidin-1-ylphenyl)piperazine hydrochloride salt